NCCOC=1C=CC(=C(C(=O)NC2(CC2)C2=CC(=CC3=CC=CC=C23)OC)C1)C 5-(2-Aminoethoxy)-N-(1-(3-methoxynaphthalen-1-yl)cyclopropyl)-2-methyl-benzamide